tetradecane-1,13-diene C=CCCCCCCCCCCC=C